(S)-N-(5-cyano-3-cyclobutylpyrazolo[1,5-a]pyridin-2-yl)-2-(2,2,3,3-tetrafluorocyclobutyl)acetamide C(#N)C1=CC=2N(C=C1)N=C(C2C2CCC2)NC(C[C@@H]2C(C(C2)(F)F)(F)F)=O